tetra-allylmalonamide C(C=C)N(C(CC(=O)N(CC=C)CC=C)=O)CC=C